phenyl trimethylsilyl sulphide C[Si](C)(C)SC1=CC=CC=C1